N=1C=CN2N=C(C=CC21)C=2OC1=C(C=C(C=C1C(C2)=O)C)C(C)NC2=C(C(=O)O)C=CC=C2 2-[1-(2-Imidazo[1,2-b]pyridazin-6-yl-6-methyl-4-oxo-chromen-8-yl)ethylamino]benzoic acid